CC=1N=C2N(C=C(C=C2C)C=2N=C3N(C(C2)=O)C=C(C=C3)N3CC2(N(CC3)CCC2)C)C1 2-(2,8-dimethylimidazo[1,2-a]pyridin-6-yl)-7-(8a-methylhexahydropyrrolo[1,2-a]pyrazin-2(1H)-yl)-4H-pyrido[1,2-a]pyrimidin-4-one